2-{[(2S)-1-methylpyrrolidin-2-yl]methoxy}quinazoline CN1[C@@H](CCC1)COC1=NC2=CC=CC=C2C=N1